4-Acetyl-Piperazin-2-One C(C)(=O)N1CC(NCC1)=O